N[C@H](C(=O)O)CC1=CN(C2=NC=CC=C21)CCCN (S)-2-amino-3-(1-(3-aminopropyl)-1H-pyrrolo[2,3-b]pyridin-3-yl)propanoic acid